N-[3-[([4-benzyl-3-methyl-1H-pyrazolo[3,4-b]pyridin-5-yl]oxy)methyl]-2,4-difluorophenyl]-5-fluoro-2-methoxypyridine-3-sulfonamide C(C1=CC=CC=C1)C1=C2C(=NC=C1OCC=1C(=C(C=CC1F)NS(=O)(=O)C=1C(=NC=C(C1)F)OC)F)NN=C2C